(S)-5-(dimethylamino)-6-ethyl-3-((3-(2-(2-(methylamino)propanamido)ethyl)phenyl)amino)pyrazine-2-carboxamide CN(C=1N=C(C(=NC1CC)C(=O)N)NC1=CC(=CC=C1)CCNC([C@H](C)NC)=O)C